N-(diphenylmethylidene)-[2-methoxy-3-(1-methyl-1H-1,2,4-triazol-3-yl)phenyl]amine C1(=CC=CC=C1)C(=NC1=C(C(=CC=C1)C1=NN(C=N1)C)OC)C1=CC=CC=C1